((S)-1-((S)-4-morpholino-4-oxo-2-(pyrazine-2-carboxamido)butanamido)-4-phenylbutyl)boronic acid O1CCN(CC1)C(C[C@@H](C(=O)N[C@H](CCCC1=CC=CC=C1)B(O)O)NC(=O)C1=NC=CN=C1)=O